5-(4-((3-ethyl-2,4-dioxo-1,2,3,4-tetrahydroquinazolin-7-yl)amino)piperidin-1-yl)-N-methylpicolinamide C(C)N1C(NC2=CC(=CC=C2C1=O)NC1CCN(CC1)C=1C=CC(=NC1)C(=O)NC)=O